Methyl (R)-4-(4-(3-amino-6-(2-hydroxyphenyl)pyridazin-4-yl)morpholin-2-yl)benzoate NC=1N=NC(=CC1N1C[C@H](OCC1)C1=CC=C(C(=O)OC)C=C1)C1=C(C=CC=C1)O